BrC1=C(C=C(OC2=CC=C(C#N)C=C2)C=C1)C 4-(4-bromo-3-methyl-phenoxy)benzonitrile